ClC1=CC=C(C(=N1)C(=O)O)NC(C)C=1C=C(C=C2C(N(C(=NC12)N1C[C@@H]([C@@H](C1)F)F)C)=O)C 6-chloro-3-((1-(2-((3S,4R)-3,4-difluoropyrrolidin-1-yl)-3,6-dimethyl-4-oxo-3,4-dihydroquinazolin-8-yl)ethyl)amino)picolinic acid